3-((4-methoxy-1,3-dihydro-2H-isoindol-2-yl)carbonyl)-1,5,7-trimethyl-1,5-dihydro-4H-pyrrolo[3,2-c]pyridin-4-one COC1=C2CN(CC2=CC=C1)C(=O)C1=CN(C2=C1C(N(C=C2C)C)=O)C